IC=1N=C2N(C(=CC=C2)C#N)C1 2-iodoimidazo[1,2-a]pyridine-5-carbonitrile